[Si](C)(C)(C(C)(C)C)NC(CN(CCC)CCC)(CC)CC (t-butyldimethylsilyl)(2-dipropylamino-1,1-diethyl-ethyl)-amine